O=C1CN(CCO1)C 2-oxo-4-methylmorpholine